C1(=CC=CC=C1)P(CCCP(C1=CC=CC=C1)C1=CC=CC=C1)C1=CC=CC=C1 1,3-bis-(diphenylphosphino)-propane